The molecule is an organophosphate oxoanion obtained by deprotonation of the phosphate OH group of 17-(4-hydroxyphenyl)heptadecanoyl-AMP; the major species at pH 7.3. It is a conjugate base of a 17-(4-hydroxyphenyl)heptadecanoyl-AMP. C1=CC(=CC=C1CCCCCCCCCCCCCCCCC(=O)OP(=O)([O-])OC[C@@H]2[C@H]([C@H]([C@@H](O2)N3C=NC4=C(N=CN=C43)N)O)O)O